ClC1=NN(C(C=C1Cl)=O)[C@@H](C(=O)NC1=CC(=C(C=C1)C)S(NCCC1=NC=CC=C1)(=O)=O)C |r| (rac)-2-(3,4-dichloro-6-oxopyridazin-1(6H)-yl)-N-(4-methyl-3-(N-(2-(pyridin-2-yl)ethyl)sulfamoyl)phenyl)propanamide